O1ON=CC1 1,2-dioxazoline